N-[(1S)-1-(2,4-difluorophenyl)ethyl]-2-[2-oxo-5-(trifluoromethyl)-1H-1,6-naphthyridin-3-yl]propanamide FC1=C(C=CC(=C1)F)[C@H](C)NC(C(C)C=1C(NC2=CC=NC(=C2C1)C(F)(F)F)=O)=O